O=C1C(=CC(=CN1)C(COCC(=O)O)C)C(F)(F)F 2-(2-(6-Oxo-5-(trifluoromethyl)-1,6-dihydropyridin-3-yl)propoxy)acetic acid